ClC1=C2C=NN(C2=CC=C1NC1=NN(C=C1C)C1=CC(=C(C(=O)O)C=C1)OC)C1OCCCC1 4-[3-[(4-chloro-1-tetrahydropyran-2-yl-indazol-5-yl)amino]-4-methyl-pyrazol-1-yl]-2-methoxy-benzoic acid